benzyl 6-({2-[(α-D-mannopyranosyl-(1→3)-[α-D-mannopyranosyl-(1→6)]-β-D-glucopyranosyl)oxy]ethyl}amino)-6-oxohexanoate [C@H]1([C@@H](O)[C@@H](O)[C@H](O)[C@H](O1)CO)O[C@@H]1[C@H]([C@@H](O[C@@H]([C@H]1O)CO[C@@H]1[C@@H](O)[C@@H](O)[C@H](O)[C@H](O1)CO)OCCNC(CCCCC(=O)OCC1=CC=CC=C1)=O)O